O1C(=NC2=C1C=CC=C2)C2=CC=C(C=C2)N(C2=CC=C(C=C2)C2=CC=C(C=C2)C2=CC1=C(N=C(O1)C1=CC=CC=C1)C=C2)C2=CC=C(C=C2)C=2SC1=C(C2)C=CC=C1 N-(4-benzoxazol-2-yl-phenyl)-N-(4-benzothien-2-yl-phenyl)-N-{4'-(2-phenyl-benzoxazol-6-yl)-[1,1']biphenyl-4-yl}-amine